5-Bromo-2-(1-oxaspiro[2.5]octan-6-yl)pyrazolo[3,4-c]pyridine BrC1=CC=2C(C=N1)=NN(C2)C2CCC1(CO1)CC2